tricyclo[5.2.1.0(2,6)]dec-4-en-8-yl propionate C(CC)(=O)OC1C2C3C=CCC3C(C1)C2